FC1=C(C=C(C=C1)F)[C@@H]1N(CCC1)C1=NC=2N(C=C1)N=CC2C=2NC(=NN2)C2CCC(CC2)O (1s,4s)-4-(5-(5-((R)-2-(2,5-difluorophenyl)pyrrolidin-1-yl)pyrazolo[1,5-a]pyrimidin-3-yl)-4H-1,2,4-triazol-3-yl)cyclohexan-1-ol